2-(3,4-dichlorophenyl)-1-ethyl-5-(2-fluoro-4-pyridinyl)-6-methyl-4-oxo-pyridine-3-carboxylic acid ClC=1C=C(C=CC1Cl)C=1N(C(=C(C(C1C(=O)O)=O)C1=CC(=NC=C1)F)C)CC